C(C)(C)(C)OC(=O)N1[C@@H]([C@H]([C@H](C1)O)F)C(=O)O (2R,3R,4S)-1-(tert-Butoxycarbonyl)-3-fluoro-4-hydroxypyrrolidine-2-carboxylic acid